1-(trifluoro-methyl)-pyrazol FC(N1N=CC=C1)(F)F